NC1=CC=C(C(=C1C(=O)N(C)C)F)C=1C(=C2C(=NC1)NC[C@@]21[C@@H](C1)CC)Cl 6-Amino-3-((1S,2R)-4'-chloro-2-ethyl-1',2'-dihydrospiro[cyclopropane-1,3'-pyrrolo[2,3-b]pyridin]-5'-yl)-2-fluoro-N,N-dimethylbenzamide